4-(5-(cyclopropylsulfonylamino)-2-(2,4-difluorophenoxy)phenyl)-2,6-dimethylpyridine 1-oxide C1(CC1)S(=O)(=O)NC=1C=CC(=C(C1)C1=CC(=[N+](C(=C1)C)[O-])C)OC1=C(C=C(C=C1)F)F